C(=O)(O)C=1C(N(C=CC1)C1=CC=[N+](C=C1)[O-])=O 3-Carboxy-2-oxo-2H-[1,4'-bipyridine] 1'-oxide